C1(C=CC(N1CC(CC(CCN1C(C=CC1=O)=O)(C)C)C)=O)=O 1,6-bismaleimido-(2,4,4-trimethyl)hexane